(R)-7-(3-(1-(2,2-difluoro-1-(4-fluorophenyl)propyl)-1H-pyrazol-4-yl)-2-fluorophenyl)-6-fluoro-[1,2,4]triazolo[1,5-a]pyridin-2-amine FC([C@@H](C1=CC=C(C=C1)F)N1N=CC(=C1)C=1C(=C(C=CC1)C1=CC=2N(C=C1F)N=C(N2)N)F)(C)F